4-(1-methyl-1H-imidazol-5-yl)-6-(piperidin-4-yl)-N-(3-(trifluoromethyl)phenyl)-1,3,5-triazin-2-amine CN1C=NC=C1C1=NC(=NC(=N1)C1CCNCC1)NC1=CC(=CC=C1)C(F)(F)F